(1R,5S)-3'-(5-chloro-1H-indazol-7-yl)spiro[adamantan-2,1'-cyclobutane]-3'-ol ClC=1C=C2C=NNC2=C(C1)C1(CC2(C1)C1CC3CC(CC2C3)C1)O